P(=O)([O-])([O-])[O-].[K+].[C@@H]1([C@H](O)[C@H](O)[C@@H](COP(=O)(O)O)O1)N1C=NC=2C(O)=NC=NC12.[K+].[K+] inosinic acid potassium phosphate